CN1N=CC2=C1NC1=C(NC2)C=C(C=C1)C 1,7-Dimethyl-1,4,5,10-tetrahydro-benzo[b]pyrazolo-[3,4-e][1,4]diazepine